C(CC)C(C(=O)O)CCCCCCCCCCCCCC.C(CCCCCCCCCCCCCCC)(=O)N.C(CCCCCCCCCCCCCCC)(=O)N bis(palmitamide) 2-propyl-palmitate